ClC1=CC=C(C=C1)C1=CC=2C3=C(C=NC2C=C1)N(C(N3C=3C(=CC(=C(C#N)C3)N3CC1(COC1)C3)C)=N)C 5-(8-(4-Chlorophenyl)-2-imino-3-methyl-2,3-dihydro-1H-imidazo[4,5-c]quinolin-1-yl)-4-methyl-2-(2-oxa-6-azaspiro[3.3]hept-6-yl)benzonitrile